FC1=CC=C(C=C1)C1=NN2C(CN(C(C2)(C)C)C(=O)OC(C)(C)C)=C1C1=CC=NC=C1 tert-butyl 2-(4-fluorophenyl)-6,6-dimethyl-3-(pyridin-4-yl)-6,7-dihydropyrazolo[1,5-a]pyrazine-5(4H)-carboxylate